((2-acetoxybenzoyl)oxy)methyl 3-formyl-1H-Indole-1-carboxylate C(=O)C1=CN(C2=CC=CC=C12)C(=O)OCOC(C1=C(C=CC=C1)OC(C)=O)=O